NC1=C(C(N(N=C1\C=C\OCC)C1=CC2=CN(N=C2C=C1)C)=O)Cl 5-amino-4-chloro-6-[(E)-2-ethoxyethenyl]-2-(2-methyl-2H-indazol-5-yl)-2,3-dihydropyridazin-3-one